C(C)OC(/C(=N/O)/N)=O (Z)-2-amino-2-(hydroxyimino)acetic acid ethyl ester